C(C)(=O)N[C@H](C(=O)N1[C@@H](C[C@H](C1)O)C(=O)NCC1=CC=C(C=C1)C1=C(N=CS1)C)C (2S,4R)-1-((S)-2-acetamidopropanoyl)-4-hydroxy-N-(4-(4-methylthiazol-5-yl)benzyl)pyrrolidine-2-carboxamide